3-Phenyl-11H-imidazo[1',2':1,2]pyrido[3,4-b]indole C1(=CC=CC=C1)C1=CN=C2N1C=CC1=C2NC2=CC=CC=C12